Strontium Fluoro-Magnesium F[Mg].[Sr]